2-Chloro-5-{[(cyclopropylsulfonyl)amino]methyl}-N-[1-(6-methoxypyridin-3-yl)-1H-indazol-4-yl]benzamide ClC1=C(C(=O)NC2=C3C=NN(C3=CC=C2)C=2C=NC(=CC2)OC)C=C(C=C1)CNS(=O)(=O)C1CC1